COC=1C(=CC2=C(NC(O2)=S)C1)OC 5,6-dimethoxybenzo[d]oxazole-2(3H)-thione